rel-2-bromo-6-methyl-4-{[(1r,4r)-4-(trifluoromethyl)cyclohexyl]oxy}-pyridine BrC1=NC(=CC(=C1)OC1CCC(CC1)C(F)(F)F)C